3-diethoxyethylsilylpropyl-succinic anhydride C(C)OC(C[SiH2]CCCC1C(=O)OC(C1)=O)OCC